FC(CN1CCN(CC1)C1=CC2=C(CC(O2)(C)CO)C=C1NC(=O)C=1C=NN2C1N=CC(=C2)F)F N-(6-(4-(2,2-difluoroethyl)piperazin-1-yl)-2-(hydroxymethyl)-2-methyl-2,3-dihydrobenzofuran-5-yl)-6-fluoropyrazolo[1,5-a]pyrimidine-3-carboxamide